(R)-2-methoxy-N-(1-(4-methoxyphenyl)ethyl)acetamide COCC(=O)N[C@H](C)C1=CC=C(C=C1)OC